N1(CCCCCC1)CC#CC1=NC=CC(=C1)N1C2CN(CC1CC2)C2=C(N=NC(=C2)C2=C(C=CC=C2)OCOC)N 4-[8-[2-[3-(azepan-1-yl)prop-1-ynyl]-4-pyridyl]-3,8-diazabicyclo[3.2.1]octan-3-yl]-6-[2-(methoxymethoxy)phenyl]pyridazin-3-amine